CN(C(OCOC1=C2N(N=CC1=O)[C@H]([C@@H]1N(C2=O)CCC1)[C@H](C1=CC(=CC=C1)F)C1=C(C(=CC=C1)F)F)=O)C (((9aR,10S)-10-((R)-(2,3-difluorophenyl)(3-fluorophenyl)methyl)-3,5-dioxo-3,5,8,9,9a,10-hexahydro-7H-pyrrolo[1',2':4,5]pyrazino[1,2-b]pyridazin-4-yl)oxy)methyl dimethylcarbamate